N-octadecenyl-2-phenyl-3-benzyloxy-quinolin-4-one C(=CCCCCCCCCCCCCCCCC)N1C(=C(C(C2=CC=CC=C12)=O)OCC1=CC=CC=C1)C1=CC=CC=C1